4-tert-butyl-2,6-diisopropylphenol C(C)(C)(C)C1=CC(=C(C(=C1)C(C)C)O)C(C)C